N[C@@H](C(=O)O)CCNC(C)C (R)-2-amino-4-(isopropylamino)butanoic acid